FC(C(CN1CC(C1)N)C)(F)F 1-(3,3,3-trifluoro-2-methylpropyl)azetidin-3-amine